3-amino-(1,1'-biphenyl)-4-carboxylic acid NC=1C=C(C=CC1C(=O)O)C1=CC=CC=C1